NC[C@H](C1=CNC2=CC(=CC=C12)Br)NC(C(=O)C1=CNC2=CC=CC=C12)=O (S)-N-(2-amino-1-(6-bromo-1H-indol-3-yl)ethyl)-2-(1H-indol-3-yl)-2-oxoacetamide